(1S,3R)-2-(2-chloroacetyl)-1-(4-(methoxycarbonyl)phenyl)-2,3,4,9-tetrahydro-1H-pyrido[3,4-b]indole-3-carboxylic acid ClCC(=O)N1[C@H](C=2NC3=CC=CC=C3C2C[C@@H]1C(=O)O)C1=CC=C(C=C1)C(=O)OC